ClC1=C(C=CC=C1)[C@](N(C(CCC=C)=O)C)(CO)C(=O)O (2-chlorophenyl)-N-methyl-N-(pent-4-enoyl)-L-serine